ClC12C(CC3=CC=CC=C13)(CC=1C=CC=CC12)Cl 4b,9a-dichloro-4b,9,9a,10-tetrahydroindeno[1,2-a]indene